tert-butyl 4-((4-(trifluoromethyl)phenyl)carbamoyl)piperazine-1-carboxylate FC(C1=CC=C(C=C1)NC(=O)N1CCN(CC1)C(=O)OC(C)(C)C)(F)F